3-[(2-chlorophenyl)diazenyl]pyridine-2,6-diamine ClC1=C(C=CC=C1)N=NC=1C(=NC(=CC1)N)N